COC=1C=C(C=CC1OC)S(=O)(=O)N1CC2=C(C1)CN(C2)C(=O)NCC2=C(C=CC=C2)OC 5-(3,4-Dimethoxybenzenesulfonyl)-N-[(2-methoxyphenyl)methyl]-1H,2H,3H,4H,5H,6H-pyrrolo[3,4-c]pyrrole-2-carboxamide